C(C)OC(CCC(=O)C1=NC2=C(C=CC=C2C(=C1O)C#N)C1=CC=C(C=C1)C(F)(F)F)=O 4-[4-cyano-3-hydroxy-8-(4-trifluoromethyl-phenyl)-quinolin-2-yl]-4-oxo-butyric acid ethyl ester